(2-(2-(2-(2-methoxyethoxy)ethoxy)ethoxy)ethyl) bromochlorophosphate P(=O)(OCCOCCOCCOCCOC)(Cl)Br